2-methyl-6-[3-(4-methylpiperazin-1-yl)-1,2,4-triazin-6-yl]-1,3-benzoxazol-5-ol CC=1OC2=C(N1)C=C(C(=C2)C2=CN=C(N=N2)N2CCN(CC2)C)O